N1CCC2(CC1)C1(C3=CC=CC=C3[C@H]2N[S@](=O)C(C)(C)C)CC1 (R)-N-((S)-3'H-dispiro[cyclopropane-1,1'-indene-2',4''-piperidin]-3'-yl)-2-methylpropane-2-sulfinamide